C(C)OC1=C(C=C(C=C1)C=1C=C2CC(C(C2=CC1F)NC(O[C@@H]1CN2CCC1CC2)=O)(C)C)F (S)-quinuclidin-3-yl (5-(4-ethoxy-3-fluorophenyl)-6-fluoro-2,2-dimethyl-2,3-dihydro-1H-inden-1-yl)carbamat